6-chloro-N-(4,4-difluorocyclohexyl)-4-morpholinopyridin-2-amine ClC1=CC(=CC(=N1)NC1CCC(CC1)(F)F)N1CCOCC1